(2S,3S,4R,5R)-5-(6-(benzylamino)-2-(pyridin-4-yl)-9H-purin-9-yl)-3,4-dihydroxy-N-methyl-tetrahydrofuran-2-carboxamide C(C1=CC=CC=C1)NC1=C2N=CN(C2=NC(=N1)C1=CC=NC=C1)[C@H]1[C@@H]([C@@H]([C@H](O1)C(=O)NC)O)O